BrC=1C(=C(C=C2CCCOC12)NC1=NC(=CC(=N1)NC)C)C N2-(8-bromo-7-methyl-chroman-6-yl)-N4,6-dimethyl-pyrimidine-2,4-diamine